5-[(2S)-2-(2-aminoethyl)pyrrolidin-1-yl]-4-(trifluoromethyl)-2-[[2-(trimethylsilyl)ethoxy]methyl]-2,3-dihydropyridazin-3-one NCC[C@H]1N(CCC1)C1=C(C(N(N=C1)COCC[Si](C)(C)C)=O)C(F)(F)F